(3R,5S)-5-(1-(2,2,2-trifluoroacetoxy)cyclopropyl)tetrahydrofuran-2,3-diyl diacetate C(C)(=O)OC1O[C@@H](C[C@H]1OC(C)=O)C1(CC1)OC(C(F)(F)F)=O